2-((5-(4-(tert-butyl)phenyl)-4-methyl-4H-1,2,4-triazol-3-yl)thio)-1-phenylethan-1-one C(C)(C)(C)C1=CC=C(C=C1)C=1N(C(=NN1)SCC(=O)C1=CC=CC=C1)C